NC=1C(=C2C(=NC1C(=O)N)N(N=C2C#N)C)C2=C(C(=CC=C2)OC)C 5-amino-3-cyano-4-(3-methoxy-2-methylphenyl)-1-methyl-1H-pyrazolo[3,4-b]pyridine-6-carboxamide